ClC=1C=CC(=C(C1)C(C(C)C=1N(C(C(=C(N1)C(=O)NC=1C=NOC1)OC)=O)C)C1=CC=CC=C1)C#N 2-(1-(5-chloro-2-cyanophenyl)-1-phenylpropan-2-yl)-5-methoxy-N-(isoxazol-4-yl)-1-methyl-6-oxo-1,6-dihydropyrimidine-4-carboxamide